ClC=1C=CC2=C(CC(CC=3N2C(=NN3)[C@@H]3CC[C@H](CC3)OC3=NC=CC=C3)NC3COC3)C1 8-Chloro-N-(oxetan-3-yl)-1-[trans-4-(pyridin-2-yloxy)cyclohexyl]-5,6-dihydro-4H-[1,2,4]triazolo[4,3-a][1]benzazepin-5-amin